[K].C(=O)(OCC1=CC=CC=C1)N1C(CCC1=O)=O N-carbobenzyloxysuccinimide potassium